2-(p-tolyloxy)phenol C1(=CC=C(C=C1)OC1=C(C=CC=C1)O)C